N=1C=CN2C1N=CC(=C2)C=2C=CN1N=C(N=C(C12)OC)NC1CCC(CC1)(O)C trans-4-((5-(Imidazo[1,2-a]pyrimidin-6-yl)-4-methoxypyrrolo[2,1-f][1,2,4]triazin-2-yl)amino)-1-methylcyclohexan-1-ol